BrC1=CC=C(C(=N1)C(C)Cl)OCC 6-bromo-2-(1-chloroethyl)-3-ethoxypyridine